[rel-(2R,4aS,7aR)-4-(4-methylbenzenesulfonyl)-octahydrocyclopenta[b][1,4]oxazin-2-yl]methanol CC1=CC=C(C=C1)S(=O)(=O)N1[C@@H]2[C@H](O[C@H](C1)CO)CCC2 |o1:11,12,14|